1-((8-chloro-1,7-naphthyridin-3-yl)methyl)-3-methylpyrrolidin-3-ol ClC=1N=CC=C2C=C(C=NC12)CN1CC(CC1)(O)C